3-[(4-methylphenyl)sulphonyl]-2-propenenitrile CC1=CC=C(C=C1)S(=O)(=O)C=CC#N